(2R)-2-{6-[5-chloro-2-(methylamino)pyrimidin-4-yl]-1-oxo-2,3-dihydro-1H-isoindol-2-yl}-N-[(1S)-2-hydroxy-1-(6-methylpyridin-2-yl)ethyl]propanamide ClC=1C(=NC(=NC1)NC)C1=CC=C2CN(C(C2=C1)=O)[C@@H](C(=O)N[C@H](CO)C1=NC(=CC=C1)C)C